NC1=C2C(=NC=N1)N(N=C2I)CC=2OC1=CC=C(C=C1CC2C2=CC=CC=C2)F 2-((4-Amino-3-iodo-1H-pyrazolo[3,4-d]pyrimidin-1-yl)methyl)-6-fluoro-3-phenyl-4H-chromene